C(#N)C=1C=C(COC2=C3C(=NC(=C2)C2=CN(C4=CN=C(C=C42)NC(C)=O)C)C4(OCC3)COCC4)C=CC1 N-(3-(4'-((3-cyanobenzyl)oxy)-4,5,5',6'-tetrahydro-2H-spiro[furan-3,8'-pyrano[3,4-b]pyridin]-2'-yl)-1-methyl-1H-pyrrolo[2,3-c]pyridin-5-yl)acetamide